ClC1=C2CCCN(C2=CC(=C1OCCCl)Cl)C1=CC=C2C(=N1)C=NN2 5,7-dichloro-6-(2-chloroethoxy)-1-(1H-pyrazolo[4,3-b]pyridin-5-yl)-1,2,3,4-tetrahydroquinoline